BrC=1C=C(C=CC1OC1=C(C=C(C=C1)Cl)Cl)C(C)=O (3-bromo-4-(2,4-dichlorophenoxy)phenyl)ethanone